C(CCCCCCCCC)(=O)OC[C@@H](OC(CCCCCCCCC)=O)COP(=O)(O)O 1,2-didecanoyl-SN-glycero-3-phosphate